(chloromethyl)pyrimidine-2,4(1H,3H)-dione ClCN1C(NC(C=C1)=O)=O